N1C=C(C=CC1)C(=O)[O-] 1,6-dihydropyridine-3-carboxylate